[2-[1-(cyclopropylmethyl)-6-(6-methoxy-2-methylpyridin-3-yl)pyrrolo[2,3-b]pyridin-2-yl]-5-methoxy-3-methylimidazo[1,2-a]pyridin-7-yl]methanone C1(CC1)CN1C(=CC=2C1=NC(=CC2)C=2C(=NC(=CC2)OC)C)C=2N=C1N(C(=CC(=C1)C=O)OC)C2C